Cl.ClC1=CC(=CC(=N1)C1=CC(=NC=N1)C(=O)NC)C1CNCC2N1C(OC2)=O 6-(6-chloro-4-(3-oxohexahydro-3H-oxazolo[3,4-a]pyrazin-5-yl)pyridin-2-yl)-N-methylpyrimidine-4-carboxamide hydrochloride